(S)-5-((R)-2-(difluoromethoxy)-4-methylpentanoyl)-N-((S)-3-oxo-1-((S)-2-oxopyrrolidin-3-yl)-4-(trifluoromethoxy)butan-2-yl)-5-azaspiro[2.4]heptane-6-carboxamide FC(O[C@@H](C(=O)N1CC2(CC2)C[C@H]1C(=O)N[C@@H](C[C@H]1C(NCC1)=O)C(COC(F)(F)F)=O)CC(C)C)F